beta-D-ribofuranosylamine [C@@H]1([C@H](O)[C@H](O)[C@H](O1)CO)N